N-(1-ethylpiperidin-4-yl)-6-[8-(prop-2-enamido)naphthalen-2-yl]pyridine-2-carboxamide C(C)N1CCC(CC1)NC(=O)C1=NC(=CC=C1)C1=CC2=C(C=CC=C2C=C1)NC(C=C)=O